4-Chloro-3'-(2-methyl-1-oxo-2,3-dihydro-1H-isoindol-5-yloxymethyl)-biphenyl-3-carboxylic acid methyl ester COC(=O)C=1C=C(C=CC1Cl)C1=CC(=CC=C1)COC=1C=C2CN(C(C2=CC1)=O)C